(E)-(8-(4-(3-butoxy-3-oxoprop-1-en-1-yl)-2-methoxyphenoxy)octyl)phosphonic acid C(CCC)OC(/C=C/C1=CC(=C(OCCCCCCCCP(O)(O)=O)C=C1)OC)=O